ClC1=C(C=CC=C1Cl)C=1C(=NC(=NC1C)N1CCC2(CC1)[C@@H](C1=CC=CC=C1C2)N)OC (1S)-1'-(5-(2,3-dichlorophenyl)-4-methoxy-6-methylpyrimidin-2-yl)-1,3-dihydrospiro[inden-2,4'-piperidin]-1-amine